N1CCC(CC1)OC1CCC2(CN(C2)C(=O)OC(C)(C)C)CC1 tert-butyl 7-(piperidin-4-ylhydroxy)-2-azaspiro[3.5]nonane-2-carboxylate